ClC=1C=C(C=CC1Cl)N\N=C(\C(=O)OCC)/C=O Ethyl (2E)-2-[2-(3,4-dichlorophenyl)hydrazinylidene]-3-oxopropanoate